(3S)-3-amino-5-methyl-pyrrolidin-2-one N[C@@H]1C(NC(C1)C)=O